O1C(=CC2=C1C=CC=C2)C(=O)C2=C(C(N(C2C2=CC=C(C=C2)Cl)C=2SC(=NN2)SCC2=C(C=CC=C2)Cl)=O)O 4-(benzofuran-2-carbonyl)-1-(5-((2-chlorobenzyl)thio)-1,3,4-thiadiazol-2-yl)-3-hydroxy-5-(4-chlorophenyl)-1,5-dihydro-2H-pyrrol-2-one